(6-(3-Methyl-1H-pyrrolo[2,3-b]pyridin-5-yl)-8-((R)-morpholin-3-yl)-3,4-dihydroisoquinoline-2(1H)-yl)((R)-3-methylmorpholino)methanone CC1=CNC2=NC=C(C=C21)C=2C=C1CCN(CC1=C(C2)[C@H]2NCCOC2)C(=O)N2[C@@H](COCC2)C